FC(CN1N=C(C=2C1=NC(=CN2)N2CC1(CN(C1)C1=NC(=NC(=C1)C(F)(F)F)C)CC2)CC)F 1-(2,2-difluoroethyl)-3-ethyl-6-(2-(2-methyl-6-(trifluoromethyl)pyrimidin-4-yl)-2,6-diazaspiro[3.4]octan-6-yl)-1H-pyrazolo[3,4-b]pyrazine